NC1=C(C=C(C(=C1)N)S(=O)(=O)Cl)S(=O)(=O)Cl 4,6-diamino-1,3-benzenedisulfonyl chloride